triisopropoxy(2-vinylphenyl)silane C(C)(C)O[Si](C1=C(C=CC=C1)C=C)(OC(C)C)OC(C)C